cis-ethyl 7-fluoro-5-phenyl-6,7-dihydro-5H-pyrrolo[1,2-b][1,2,4]triazole-2-carboxylate F[C@H]1C[C@H](N2N=C(N=C21)C(=O)OCC)C2=CC=CC=C2